C1(CCCC1)C(C(F)(F)F)NNC(C1=CC=CC=C1)=O N'-(1-cyclopentyl-2,2,2-trifluoro-ethyl)benzoyl-hydrazine